FC1=CC=C(C=C1)C=1NC(=NN1)S 5-(4-fluorophenyl)-4H-[1,2,4]-triazole-3-thiol